methyl 2-amino-2-(5-bromopyridin-3-yl)propanoate NC(C(=O)OC)(C)C=1C=NC=C(C1)Br